(nitrooxy)-hexanoic acid (1S,2E)-3-[(1R,2R,3S,5R)-2-[(2Z)-7-(ethylamino)-7-oxo-2-hepten-1-yl]-3,5-dihydroxycyclopentyl]-1-(2-phenylethyl)-2-propen-1-yl ester C(C)NC(CCC\C=C/C[C@@H]1[C@H]([C@@H](C[C@@H]1O)O)/C=C/[C@H](CCC1=CC=CC=C1)OC(C(CCCC)O[N+](=O)[O-])=O)=O